Sodium 8-eicosenoate C(CCCCCCC=CCCCCCCCCCCC)(=O)[O-].[Na+]